NC1=CN(NC(=C1)Cl)Cl 4-amino-2,6-dichloropyridazin